C1(CC1)OC=1C(=C(C=CC1)C1CC=2C=NN(C(C2CC1)=O)C1=NC=CC=N1)C (-)-6-(3-Cyclopropoxy-2-methylphenyl)-2-(pyrimidin-2-yl)-5,6,7,8-tetrahydrophthalazin-1(2H)-one